bis(1-oxyl-2,2,6,6-tetramethylpiperidine-4-yl) sebacate C(CCCCCCCCC(=O)OC1CC(N(C(C1)(C)C)O)(C)C)(=O)OC1CC(N(C(C1)(C)C)O)(C)C